Butylamide benzenesulfonate C1(=CC=CC=C1)S(=O)(=O)[O-].C(CCC)[NH-]